(methoxymethyl)-2,7,10-trimethyl-1,4,7,10-tetraazacyclotetradecane COCN1C(CNCCN(CCN(CCCC1)C)C)C